FC1(CCN(CC1)C=1C=C(C=C(C1)C)NC1=NC=NC2=CC(=CC(=C12)N1CCC2(CC2)CC1)N1S(CCC1)(=O)=O)F 2-(4-((3-(4,4-Difluoropiperidin-1-yl)-5-methylphenyl)amino)-5-(6-azaspiro[2.5]octan-6-yl)quinazolin-7-yl)isothiazolidine 1,1-dioxide